BrC1=C(CC=2N=NN(N2)C)C=CC=C1 5-(2-bromobenzyl)-2-methyl-2H-tetrazole